(2-(methacryloyloxy)ethyl)trimethyl-ammonium chloride [Cl-].C(C(=C)C)(=O)OCC[N+](C)(C)C